4-[1-[4-(trifluoromethoxy)phenyl]pyrazol-4-yl]piperidine FC(OC1=CC=C(C=C1)N1N=CC(=C1)C1CCNCC1)(F)F